N[C@@H]([C@H](C)CC)C(=O)N[C@@H](CC(C)C)C(=O)[O-] L-alloisoleucyl-L-leucinate